FC1=C(C(=CC=C1)C)N1C(N(C2=C(C1)C=NC=C2)C2CCN(CC2)C(=O)OC(C)(C)C)=O tert-butyl 4-[3-(2-fluoro-6-methyl-phenyl)-2-oxo-4H-pyrido[4,3-d]pyrimidin-1-yl]piperidine-1-carboxylate